BrC1=NO[C@H](C1)C=1C=CC(=C(C1)NC1=NC=C(C=C1)C(F)(F)F)C (R)-N-(5-(3-Bromo-4,5-dihydroisoxazol-5-yl)-2-methylphenyl)-5-(trifluoromethyl)pyridin-2-amine